piperidinyl-pyrimidineamide N1(CCCCC1)C1=NC(=NC=C1)C(=O)N